9,10-bis(2,3,4,5,6-Pentakis-phenylphenyl)-N2,N2,N6,N6-tetraphenyl-anthracene-2,6-diamine C1(=CC=CC=C1)C1=C(C(=C(C(=C1C1=CC=CC=C1)C1=CC=CC=C1)C1=CC=CC=C1)C1=CC=CC=C1)C=1C2=CC=C(C=C2C(=C2C=CC(=CC12)N(C1=CC=CC=C1)C1=CC=CC=C1)C1=C(C(=C(C(=C1C1=CC=CC=C1)C1=CC=CC=C1)C1=CC=CC=C1)C1=CC=CC=C1)C1=CC=CC=C1)N(C1=CC=CC=C1)C1=CC=CC=C1